C(C1=CC=CC=C1)OC1=C(C(=C(C=C1)Br)OCOC)OCC1=CC=CC=C1 1,2-Bis(benzyloxy)-4-bromo-3-methoxymethoxybenzene